C(C)(C)(C)OC(=O)N1C[C@H](CC1)[C@@H](C(=O)OC(C)(C)C)CC1=CC(=CC=C1)B1OC(C(O1)(C)C)(C)C (R)-3-((S)-1-(tert-butyloxy)-1-oxo-3-(3-(4,4,5,5-tetramethyl-1,3,2-dioxaborolan-2-yl)phenyl)propan-2-yl)pyrrolidine-1-carboxylic acid tert-butyl ester